C(N)(=O)C=1C=C(C(=NC1)NC/C=C/CNC1=NC=C(C(=O)O)C=C1[N+](=O)[O-])[N+](=O)[O-] (E)-6-((4-((5-carbamoyl-3-nitropyridin-2-yl)amino)but-2-en-1-yl)amino)-5-nitronicotinic acid